difluoronaphthalen-2-amine FC=1C(=C(C2=CC=CC=C2C1)F)N